(2-chloro-4-methoxypyrimidin-5-yl)carbamic acid tert-butyl ester C(C)(C)(C)OC(NC=1C(=NC(=NC1)Cl)OC)=O